ClC=1C=C(OC=2C(=NC(=NC2)C)C(OC)=N)C=CC1 methyl 5-(3-chlorophenoxy)-2-methyl-pyrimidine-4-carboximidate